[N+](=O)([O-])C1=CC=C(C=C1)C(C=1C(NNC1C)=O)C=1C(NNC1C)=O 4,4'-(4-nitrophenylmethylene)bis(5-methyl-1H-pyrazol-3(2H)-one)